ethyl-2-methyl-4-[5-methyl-4-(2-oxo-2,3-dihydro-benzooxazol-5-ylamino)-pyrimidin-2-ylamino]-benzamide C(C)C=1C(=C(C(=O)N)C=CC1NC1=NC=C(C(=N1)NC=1C=CC2=C(NC(O2)=O)C1)C)C